tert-butyl (S)-((1-(5-chloro-4-cyano-2-ethoxybenzyl)pyrrolidin-3-yl)methyl)carbamate ClC=1C(=CC(=C(CN2C[C@@H](CC2)CNC(OC(C)(C)C)=O)C1)OCC)C#N